Dithiane-2-carboxylic acid S1S(CCCC1)C(=O)O